C(C)(C)(C)OC(=O)N1[C@@H]2CN([C@H](C1)C2)C2=NC=C(C=C2)C=2C=1N(C=C(C2)C=2C=NN(C2)C)N=CC1C#N (1S,4S)-5-(5-(3-cyano-6-(1-methyl-1H-pyrazol-4-yl)pyrazolo[1,5-a]pyridin-4-yl)pyridin-2-yl)-2,5-diazabicyclo[2.2.1]heptane-2-carboxylic acid tert-butyl ester